7-[1-(2,6-dioxopiperidin-3-yl)-3-methyl-2-oxo-1,3-benzodiazol-4-yl]-2,7-diazaspiro[3.5]nonane-2-carboxylic acid tert-butyl ester C(C)(C)(C)OC(=O)N1CC2(C1)CCN(CC2)C2=CC=CC=1N(C(N(C12)C)=O)C1C(NC(CC1)=O)=O